C(C(C)=C)OCC(C(=O)OCC1CC2C(CC1)O2)=C 3,4-epoxycyclohexylmethyl α-methallyloxymethylacrylate